C(C)(C)C1=C([O-])C(=CC=C1)C(C)C (2,6-diisopropyl)phenoxide